C1(CC1)N1N=CC(=C1)C=1C=C(C=CC1)N(C(=O)[C@@H]1CC[C@H](CC1)CNS(=O)(=O)C)C[C@@H]1CC[C@H](CC1)C1=CC(=C(C=C1)OC)C trans-N-(3-(1-Cyclopropyl-1H-pyrazol-4-yl)phenyl)-N-((trans-4-(4-methoxy-3-methylphenyl)cyclohexyl)methyl)-4-(methylsulfonamidomethyl)cyclohexanecarboxamide